ClC1=NC=C(C(=N1)Cl)CNC1=C(C=CC=C1C)C ((2,4-dichloropyrimidin-5-yl)methyl)-2,6-dimethylaniline